CC(CC)OC(C)COC(C)CO dipropylene Glycol methyl-n-propyl ether